N[C@H](C(=O)N(CC(CC)C)CC(OC)OC)C (2S)-2-amino-N-(2,2-dimethoxyethyl)-N-(2-methylbutyl)propionamide